2,2,2-trifluoro-N-(2-hydroxyethyl)-N-methyl-acetamide FC(C(=O)N(C)CCO)(F)F